4-(N-phenyl-amidino)thiazole hydrochloride Cl.C1(=CC=CC=C1)NC(=N)C=1N=CSC1